(1-methyl-2-(6-methyl-1H-indazol-5-yl)-1H-pyrrolo[2,3-c]pyridin-5-yl)cyclopropanecarboxamide CN1C(=CC=2C1=CN=C(C2)C2(CC2)C(=O)N)C=2C=C1C=NNC1=CC2C